CN(CCCNC=1C=NC=C(C1)B1OC(C(O1)(C)C)(C)C)C N-[3-(dimethylamino)propyl]-5-(4,4,5,5-tetramethyl-1,3,2-dioxaborolan-2-yl)pyridin-3-amine